NC1=NC(=NC2=C1NC(N(C2)CC2=CC=C(C=C2)CN2CCCCC2)=O)OCCCC 8-amino-6-butoxy-3-(4-(piperidin-1-ylmethyl)benzyl)-3,4-dihydropyrimido[5,4-d]pyrimidin-2(1H)-one